CC1(NC(=NC(=C1)C)NC1=CC2=C(OCO2)C(=C1C)C=1CCCNCC1)N 4,6-dimethyl-N2-[6-methyl-7-(2,3,4,7-tetrahydro-1H-azepin-5-yl)-1,3-benzodioxol-5-yl]pyrimidine-2,4-diamine